C(C)C1=NN(C=C1NC1=NC=C(C(=N1)[Sn](C)(C)C)C(F)(F)F)C1CCN(CC1)C(=O)OC(C)(C)C tert-butyl 4-(3-ethyl-4-((5-(trifluoromethyl)-4-(trimethylstannyl)pyrimidin-2-yl)amino)-1H-pyrazol-1-yl)piperidine-1-carboxylate